CS(=O)(=O)OCC1=CC(=CC(=N1)C(=O)OC)C#CC1=CC=C(C=C1)C1=CC=C(C=C1)CCCCCCCC methyl 6-(((methyl-sulfonyl)oxy)methyl)-4-((4'-octyl-[1,1'-biphenyl]-4-yl)ethynyl)picolinate